3-[(2-chloro-6-fluorobenzyl)sulfanyl]-5-(2-methylpropyl)[1,2,4]triazolo[4,3-a]pyrimidin-7(8H)-one ClC1=C(CSC2=NN=C3N2C(=CC(N3)=O)CC(C)C)C(=CC=C1)F